3-methoxy-6-(trifluoromethyl)pyridine-2-methanol COC=1C(=NC(=CC1)C(F)(F)F)CO